2-chloro-4-(cyclopentyloxy)imidazo[2,1-f][1,2,4]Triazine ClC1=NN2C(C(=N1)OC1CCCC1)=NC=C2